3-(1-propylbutyl)tetrahydrofuran-2,5-dione C(CC)C(CCC)C1C(OC(C1)=O)=O